ClC=1C=C(C=NC1C1=NC=C(C=N1)F)NC(=O)[C@@H]1C[C@](C2=C1C=NC=1N2N=C(C1)F)(C)C=1C=NN(C1)C(F)F (6R,8R)-N-(5-chloro-6-(5-fluoropyrimidin-2-yl)pyridin-3-yl)-8-(1-(difluoromethyl)-1H-pyrazol-4-yl)-2-fluoro-8-methyl-7,8-dihydro-6H-cyclopenta[e]pyrazolo[1,5-a]pyrimidine-6-carboxamide